2-(2,6-dioxo-3-piperidyl)-4-[4-(piperazin-1-ylmethyl)phenoxy]isoindoline-1,3-dione O=C1NC(CCC1N1C(C2=CC=CC(=C2C1=O)OC1=CC=C(C=C1)CN1CCNCC1)=O)=O